5-(cyclohexylmethyl)-N-(4-(5-(2-hydroxyl-2-methylpropoxy)-2-(trifluoromethyl)phenyl)pyridin-2-yl)-4H-1,2,4-triazole-3-carboxamide C1(CCCCC1)CC=1NC(=NN1)C(=O)NC1=NC=CC(=C1)C1=C(C=CC(=C1)OCC(C)(C)O)C(F)(F)F